COC(C1CCN(CC1)C1=CC=C(C=C1)C1=C(CCCC2=C1C=CC(=C2)C(=O)O)C2=CC=C(C=C2)C(F)(F)F)OC 5-[4-[4-(dimethoxymethyl)-1-piperidyl]phenyl]-6-[4-(trifluoromethyl)phenyl]-8,9-dihydro-7H-benzo[7]annulene-2-carboxylic acid